C(C)(=O)C1=NN(C2=CC=C(C=C12)C=1C=NC(=NC1)C)CC(=O)N1[C@@H](C[C@](C1)(CF)F)C(=O)NC1=NC(=CC=C1C)Br (2S,4S)-1-(2-(3-acetyl-5-(2-methylpyrimidin-5-yl)-1H-indazol-1-yl)acetyl)-N-(6-bromo-3-methylpyridin-2-yl)-4-fluoro-4-(fluoro-methyl)pyrrolidine-2-carboxamide